2,2-Dibenzyl-1,3-propandiol C(C1=CC=CC=C1)C(CO)(CO)CC1=CC=CC=C1